C(C)(C)(C)C(=O)ON1CC(C1)CI [3-(iodomethyl)azetidin-1-yl] tert-butyl-carboxylate